ClC=1C(=CC(=NC1)NC(C1=CC=C(C=C1)C)=O)C1=CC(=NC=C1)N1CCC(CC1)O N-(5-chloro-2'-(4-hydroxypiperidin-1-yl)-[4,4'-bipyridin]-2-yl)-4-methylbenzamide